C1=CC=CC=2C3=CC=CC=C3C(C12)COC(=O)N1[C@@H](C[C@H](C1)OC1OCCCC1)C(=O)O (2S,4R)-1-(9H-fluoren-9-yl-methoxycarbonyl)-4-(oxan-2-yloxy)pyrrolidin-2-carboxylic acid